benzyldisulfide C(C1=CC=CC=C1)SSCC1=CC=CC=C1